C(C)(=O)N([C@H](CO)C(=O)O)CCN N-acetyl-N-(2-aminoethyl)-D-serine